The molecule is a nucleotide-sugar oxoanion arising from deprotonation of the free diphosphate OH groups of CDP-D-ribulose. Major microspecies at pH 7.3. It is a conjugate base of a CDP-D-ribulose. C1=CN(C(=O)N=C1N)[C@H]2[C@@H]([C@@H]([C@H](O2)COP(=O)([O-])OP(=O)([O-])OC[C@H]([C@H](C(=O)CO)O)O)O)O